5-(2,4-difluorophenyl)-2-[(3,4-difluorophenyl)methoxy]-6,7-dihydro-thiazolo[5,4-c]pyridin-4(5H)-one FC1=C(C=CC(=C1)F)N1C(C2=C(CC1)N=C(S2)OCC2=CC(=C(C=C2)F)F)=O